C(=O)O.CNC=1N=C(C(=NC1C1=CC=CC=2N(C=NC21)C)C(=O)N)NC=2C(=NN(C2)C2CCN(CC2)C)C 5-(methylamino)-6-(1-methylbenzimidazol-4-yl)-3-[[3-methyl-1-(1-methyl-4-piperidinyl)pyrazol-4-yl]amino]pyrazine-2-carboxamide formate salt